3-(5-amino-2-((5-(3-aminophenyl)-1H-tetrazol-1-yl)methyl)-8-(pyrimidin-4-yl)-[1,2,4]triazolo[1,5-c]pyrimidin-7-yl)benzonitrile NC1=NC(=C(C=2N1N=C(N2)CN2N=NN=C2C2=CC(=CC=C2)N)C2=NC=NC=C2)C=2C=C(C#N)C=CC2